N-[4-[8-amino-5-methyl-3-(trideuteriomethyl)imidazo[1,5-a]pyrazin-1-yl]-3-fluoro-phenyl]-2-(3-fluorophenyl)-2-hydroxy-acetamide NC=1C=2N(C(=CN1)C)C(=NC2C2=C(C=C(C=C2)NC(C(O)C2=CC(=CC=C2)F)=O)F)C([2H])([2H])[2H]